[C@H]1([C@H](O)[C@H](O)[C@@H](O)[C@@H](O1)C)O[C@H]([C@H]([C@H](C=O)O)O)[C@@H](O)C 4-O-β-L-Rhamnopyranosyl-L-rhamnose